(8-(6-methoxy-1-(2-methoxyethyl)-2-methyl-4-(methylamino)-1H-benzo[d]imidazol-5-yl)indolizin-3-yl)(3,4,5-trifluorophenyl)methanone COC=1C(=C(C2=C(N(C(=N2)C)CCOC)C1)NC)C1=CC=CN2C(=CC=C12)C(=O)C1=CC(=C(C(=C1)F)F)F